(S)-N-(6-bromo-2-(1-cyclopropylethyl)-3-oxoisoindol-4-yl)-2-methoxyethanesulfonamide BrC1=CC(=C2C(N(CC2=C1)[C@@H](C)C1CC1)=O)NS(=O)(=O)CCOC